ClC1=NC=C(C=N1)OC(C(=O)N[C@H](C(=O)N1[C@@H](C[C@H](C1)O)C(=O)NCC1=CC=C(C=C1)C1=C(N=CS1)C)C(C)(C)C)(C)C (2S,4R)-1-((S)-2-(2-((2-chloropyrimidin-5-yl)oxy)-2-methylpropanamido)-3,3-dimethylbutanoyl)-4-hydroxy-N-(4-(4-methylthiazol-5-yl)benzyl)pyrrolidine-2-carboxamide